(2R,6R)-N-{2-benzyl-2-azaspiro[3.3]heptan-6-yl}-4-[5-(difluoromethoxy)pyrimidin-2-yl]-2,6-dimethylpiperazine-1-carboxamide C(C1=CC=CC=C1)N1CC2(C1)CC(C2)NC(=O)N2[C@@H](CN(C[C@H]2C)C2=NC=C(C=N2)OC(F)F)C